pentamethylcyclopentadienyl(1-tert-butyl-5,6-dimethylindenyl)hafnium CC1=C(C(=C(C1([Hf]C=1C(C2=CC(=C(C=C2C1)C)C)C(C)(C)C)C)C)C)C